(E)-3-(((5-nitrofuran-2-yl)methylene)amino)oxazolidin-2-one [N+](=O)([O-])C1=CC=C(O1)\C=N\N1C(OCC1)=O